(S)-1-(4-chlorophenyl)-N-((1R,2R)-1-(2,3-dihydrobenzo[b][1,4]dioxin-6-yl)-1-hydroxy-3-(piperidin-1-yl)propan-2-yl)pyrrolidine-3-carboxamide ClC1=CC=C(C=C1)N1C[C@H](CC1)C(=O)N[C@@H]([C@H](O)C1=CC2=C(OCCO2)C=C1)CN1CCCCC1